benzyl-boran C(C1=CC=CC=C1)B